(E)-2-((tert-butoxycarbonyl)(methyl)amino)ethyl 2-((2-(4-(2-chlorophenyl)thiazol-2-yl)-2-methyl hydrazono)methyl)benzoate ClC1=C(C=CC=C1)C=1N=C(SC1)N(\N=C\C1=C(C(=O)OCCN(C)C(=O)OC(C)(C)C)C=CC=C1)C